(R)-(7-chloro-3,4-dihydro-2H-pyrano[3,2-c]pyridin-3-yl)carbamic acid benzyl ester C(C1=CC=CC=C1)OC(N[C@@H]1CC=2C=NC(=CC2OC1)Cl)=O